ClC1=CC=C(CNC(=O)C=2C(=NC=3C=CN(C(C3C2)=O)CCOC)C)C=C1 N-(4-chlorobenzyl)-6-(2-methoxyethyl)-2-methyl-5-oxo-5,6-dihydro-1,6-naphthyridine-3-carboxamide